6-methylnicotinamide CC1=NC=C(C(=O)N)C=C1